C(C1=CC=CC=C1)N(C(C(CC=1SC=CC1)O)=O)C1=C(C=CC(=C1)C)NC(C1=C(C(=C(C(=C1F)F)F)F)F)=O N-(2-(N-benzyl-2-hydroxy-3-(thiophen-2-yl)propanamido)-4-methylphenyl)-2,3,4,5,6-pentafluorobenzamide